COCCOCOC1=C(C=C(C=C1)N1C(C2=CC=C(C=C2CC1)C1=CC=C(C=C1)NS(=O)(=O)C(C)(C)C)=O)NS(=O)(=O)C N-(4-(2-(4-((2-methoxyethoxy)methoxy)-3-(methylsulfonylamino)phenyl)-1-oxo-1,2,3,4-tetrahydroisoquinolin-6-yl)phenyl)-2-methylpropan-2-sulfonamide